C(CCC(=O)[O-])(=O)OC(C(O)C)=O monolactyl succinate